6-(2-amino-5-(3-((ethyl(methyl)amino)meth-yl)-4-methoxyphenyl)-6-fluoropyridin-3-yl)-4-fluoroisoquinolin-1(2H)-one NC1=NC(=C(C=C1C=1C=C2C(=CNC(C2=CC1)=O)F)C1=CC(=C(C=C1)OC)CN(C)CC)F